FC1(C(CCC1)N(C1=C(C=C(C=C1)[N+](=O)[O-])F)CC)F N-(2,2-difluorocyclopentyl)-N-ethyl-2-fluoro-4-nitroaniline